ClC=1C=C(C(=O)NC2=NNC(=C2)C2=NC3=C(N2)C=CC(=C3)C)C=CC1OCCO 3-chloro-4-(2-hydroxyethoxy)-N-[5-(5-methyl-1H-benzimidazol-2-yl)-1H-pyrazol-3-yl]benzamide